C(C)(C)(C)C(C1=CC=CC=C1)(O)C(C)(C)C di-tertiary butyl-hydroxyl-toluene